2-(4-(tert-butyl)-5-chloro-2-methylphenyl)-4-oxo-1,4-dihydro-1,6-naphthyridine-5-carboxamide C(C)(C)(C)C1=CC(=C(C=C1Cl)C=1NC=2C=CN=C(C2C(C1)=O)C(=O)N)C